(R)-2-methyl-N-((R)-8-(1-methyl-5-((1-methyl-1H-pyrrolo[2,3-b]pyridin-4-yl)thio)-6-oxo-1,6-dihydropyrimidin-2-yl)-8-azaspiro[4.5]decan-1-yl)propane-2-sulfinamide CC(C)(C)[S@@](=O)N[C@@H]1CCCC12CCN(CC2)C=2N(C(C(=CN2)SC2=C1C(=NC=C2)N(C=C1)C)=O)C